C1(C(=C)CC(=O)O1)=O itaconic acid anhydride